2-[2-(3-methoxyphenyl)ethyl]chromone COC=1C=C(C=CC1)CCC=1OC2=CC=CC=C2C(C1)=O